[Cl-].[Cl-].[Mg+2] MAGNESIUM DICHLORIDE